6-(2-hydroxy-2-methylpropoxy)-4-(6-(6-(pyrazin-2-ylmethyl)-3,6-diazabicyclo[3.1.1]heptan-3-yl)pyridin-3-yl)pyrazolo[1,5-a]pyridine-3-carbonitrile OC(COC=1C=C(C=2N(C1)N=CC2C#N)C=2C=NC(=CC2)N2CC1N(C(C2)C1)CC1=NC=CN=C1)(C)C